N[C@H](C(=O)N1CCN(CC1)C1=NC2=CC=C(C=C2C=C1)NC(=S)NCCN(CC)CC)C(C)C (S)-1-(2-(4-(2-amino-3-methylbutanoyl)piperazin-1-yl)quinolin-6-yl)-3-(2-(diethylamino)ethyl)thiourea